CC(C)NC(O[C@@H]1C[C@@H](CC1)C1=CC(=NN1)NC(CC1=NC=CC=C1)=O)=O (1S,3R)-3-{3-[(pyridin-2-ylacetyl)amino]-1H-pyrazol-5-yl}cyclopentyl propan-2-ylcarbamate